BrCCCC1CO1 1-bromo-4,5-epoxypentane